N1(CCCCC1)C(=O)C=1C=NN2C1C=CC=C2C=2C=NC=C(C(=O)NC1=CN=NC=C1)C2 5-(3-(piperidine-1-carbonyl)pyrazolo[1,5-a]pyridine-7-yl)-N-(pyridazine-4-yl)nicotinamide